2-amino-1'-[5-fluoro-2-[[(2S)-1-methylpyrrolidin-2-yl]methoxy]-6-[1-(3-pyridyl)ethoxy]pyrimidin-4-yl]spiro[6H-thieno[3,4-b]thiophene-4,3'-azetidine]-3-carbonitrile NC1=C(C2=C(S1)CSC21CN(C1)C1=NC(=NC(=C1F)OC(C)C=1C=NC=CC1)OC[C@H]1N(CCC1)C)C#N